3-hydroxy-3-[(S)-1-((S)-2-hydroxy-1-phenyl-ethyl)-piperidin-2-yl]azetidine-1-carboxylic acid tert-butyl ester C(C)(C)(C)OC(=O)N1CC(C1)([C@H]1N(CCCC1)[C@H](CO)C1=CC=CC=C1)O